FC1=C(C=C(C=C1)B(O)O)O 4-FLUORO-3-HYDROXYPHENYLBORONIC ACID